CC1=C(C=C(C(=O)O)C=C1)OC=1C2=C(N=CN1)N(C=C2)COCC[Si](C)(C)C 4-methyl-3-((7-((2-(trimethylsilyl)ethoxy)methyl)-7H-pyrrolo[2,3-d]pyrimidin-4-yl)oxy)benzoic acid